1-methyl-6-(4,4,5,5-tetramethyl-1,3,2-dioxaborolan-2-yl)-1H-indazole CN1N=CC2=CC=C(C=C12)B1OC(C(O1)(C)C)(C)C